C(C)(C)(C)NC(=O)NC=1C=C2N=CC(N(C2=CC1Cl)[C@@H](C)C1=C(C=CC(=C1)Cl)Cl)=O (S)-1-(tert-butyl)-3-(7-chloro-1-(1-(2,5-dichlorophenyl)ethyl)-2-oxo-1,2-dihydroquinoxalin-6-yl)urea